C(C=C)(=O)OCCCCCCCCCCCCCCCC[Si](C)(C)I acryloyloxyhexadecyl-iododimethylsilane